N(=[N+]=[N-])\C(\C(=O)OCC)=C/C1=CN=C(S1)OC1CC1 Ethyl (Z)-2-azido-3-[2-(cyclopropoxy)thiazol-5-yl]prop-2-enoate